6-((3-tert-butyl-7-(5-(hydroxymethyl)isoxazol-3-yl)pyrazolo[1,5-d][1,2,4]triazin-2-oxy)methyl)-N-(1-methyl-1H-pyrazol-4-yl)nicotinamide C(C)(C)(C)C=1C(=NN2C(=NN=CC21)C2=NOC(=C2)CO)OCC2=NC=C(C(=O)NC=1C=NN(C1)C)C=C2